(Z)-3-hexenyl-acetate C(C\C=C/CC)CC(=O)[O-]